(5-chloro-2-methylphenyl)-3-(5-oxo-1-phenylpyrrolidin-3-yl)imidazolidine-2,4,5-trion ClC=1C=CC(=C(C1)N1C(N(C(C1=O)=O)C1CN(C(C1)=O)C1=CC=CC=C1)=O)C